C(=O)(O)C1=C(C(=NC=C1)C(=O)O)C(=O)O.[Ru] ruthenium tricarboxylpyridine